COCCCNC(=O)OCC1CCN(CC1)C(=O)OC(C)(C)C tert-butyl 4-((((3-methoxypropyl)carbamoyl)oxy)methyl)piperidine-1-carboxylate